Tert-butyl 4-{3-[(3-{[(1R,2S)-2-fluorocyclopropyl]carbamoyl}-8-{[(4-methoxyphenyl)methyl](methyl)amino}imidazo[1,2-b]pyridazin-6-yl)amino]-2-oxopyridin-1-yl}piperidine-1-carboxylate F[C@@H]1[C@@H](C1)NC(=O)C1=CN=C2N1N=C(C=C2N(C)CC2=CC=C(C=C2)OC)NC=2C(N(C=CC2)C2CCN(CC2)C(=O)OC(C)(C)C)=O